3-(aminomethyl)-6-methyl-4-(methylsulfanyl)-1,2-dihydropyridin-2-one hydrochloride salt Cl.NCC=1C(NC(=CC1SC)C)=O